FC1=CC2=C(N=C(O2)NC2=NC3=C(N2C)C=CC(=C3)C(=O)O)C=C1 ((6-fluorobenzo[d]oxazol-2-yl)amino)-1-methyl-1H-benzo[d]imidazole-5-carboxylic acid